ClC1=C(C(=O)N2COC3=C(C2)C=CC=C3C3=CC(=C(C(=O)O)C=C3F)N3CCOCC3)C(=CC(=C1)N1CCN(CCC1)C1COC1)Cl 4-[3-[2,6-dichloro-4-[4-(oxetan-3-yl)-1,4-diazepan-1-yl]benzoyl]-2,4-dihydro-1,3-benzoxazine-8-yl]-5-fluoro-2-morpholin-4-ylbenzoic acid